O[C@]1([C@H](CC1)OC1=NN(C=C1NC=1N=CC2=C(N1)N(C(=C2)C#N)[C@H](COC)C)C([2H])([2H])[2H])C 2-((3-((1S,2R)-2-hydroxy-2-methylcyclobutoxy)-1-(methyl-d3)-1H-pyrazol-4-yl)amino)-7-((S)-1-methoxypropan-2-yl)-7H-pyrrolo[2,3-d]pyrimidine-6-carbonitrile